chloro-1,1'-biphenyl-4-carbonitrile ClC1=C(C=CC(=C1)C#N)C1=CC=CC=C1